ClC=1C(=C(C=C(C1)C(=C)C)CC(=O)OCC)OC ethyl 2-(3-chloro-2-methoxy-5-(prop-1-en-2-yl)phenyl)acetate